(3aR,5s,6aS)-N-(6-(2,4-Dimethyl-2H-indazol-5-yl)pyridazin-3-yl)octahydrocyclopenta[c]pyrrol-5-amine hydrochloride Cl.CN1N=C2C=CC(=C(C2=C1)C)C1=CC=C(N=N1)NC1C[C@@H]2[C@@H](CNC2)C1